CC(C)(COP(=O)(O)OP(=O)(O)OC[C@@H]1[C@H]([C@H]([C@@H](O1)N2C=NC3=C(N=CN=C32)N)O)OP(=O)(O)O)[C@H](C(=O)NCCC(=O)NCCSC(=O)CC4=CC(=CC(=C4)O)O)O The molecule is an acyl-CoA that results from the formal condensation of the thiol group of coenzyme A with the carboxy group of 3,5-dihydroxyphenylacetic acid. It is a conjugate acid of a 3,5-dihydroxyphenylacetyl-CoA(4-).